C(C(C)C)OC(=O)NC1=C(C(=O)O)C=CC=C1 2-((isobutoxycarbonyl)amino)benzoic acid